CC1=NC(=NO1)C1C2(CCC(C1)CC2)C=O (5-methyl-1,2,4-oxadiazol-3-yl)bicyclo[2.2.2]octane-1-carbaldehyde